C1(CC1)OC=1C=C(C=CC1)N1C(C(C2=CC(=CC=C12)C(=O)N[C@]1(CS(CC1)(=O)=O)C)(C)C)=O 1-[3-(cyclopropoxy)phenyl]-3,3-dimethyl-N-[(3R)-3-methyl-1,1-dioxo-thiolan-3-yl]-2-oxo-indoline-5-carboxamide